C1(CC1)CNC(=O)C1=CN(C2=C1C(N(C=C2C)C)=O)C N-(cyclopropylmethyl)-1,5,7-trimethyl-4-oxo-4,5-dihydro-1H-pyrrolo[3,2-c]pyridine-3-carboxamide